CC1=CC2=C(N=CN2)C=C1C 5,6-dimethyl-benzimidazole